N-((1,1'-biphenyl)-2-yl)carboxamide C1(=C(C=CC=C1)NC=O)C1=CC=CC=C1